tert-butyl 3-(6-bromopyrrolo[1,2-b]pyridazin-4-yl)-3,8-diazabicyclo[3.2.1]octane-8-carboxylate BrC=1C=C2N(N=CC=C2N2CC3CCC(C2)N3C(=O)OC(C)(C)C)C1